7-((2,6-dimethylmorpholino)(3-fluoropyridin-2-yl)methyl)quinolin-8-ol CC1OC(CN(C1)C(C1=CC=C2C=CC=NC2=C1O)C1=NC=CC=C1F)C